benzyl N-[(1R)-1-(hydroxymethyl)-2-[(2R)-tetrahydropyran-2-yl]ethyl]carbamate OC[C@@H](C[C@@H]1OCCCC1)NC(OCC1=CC=CC=C1)=O